CC1(NC(C2=CC=C(C=C12)NC(C(F)(F)F)=O)=O)C N-(3,3-dimethyl-1-oxoisoindolin-5-yl)-2,2,2-trifluoro-acetamide